O[C@@H]1O[C@@H]([C@@H]([C@@H]([C@H]1NC(C)=O)O)O)CO N-((2R,3R,4R,5R,6R)-2,4,5-trihydroxy-6-(hydroxymethyl)tetrahydro-2H-pyran-3-yl)acetamide